ClC=1C(=CC(=C(C1)NC1=NC=NC2=CC(=C(C=C12)NC(\C=C\[C@@H]1N(CCC1)C)=O)OC)OC)OC1=CC(=CC=C1)F (R,E)-N-(4-((5-chloro-4-(3-fluorophenoxy)-2-methoxyphenyl)amino)-7-methoxyquinazolin-6-yl)-3-(1-methylpyrrolidin-2-yl)acrylamide